2-chloro-6-hydrazineylpyridine ClC1=NC(=CC=C1)NN